4-(3-(2-methoxypyridin-3-yl)pyrazolo[1,5-a]pyrimidin-5-yl)piperazine-1-carboxylic acid propyl ester C(CC)OC(=O)N1CCN(CC1)C1=NC=2N(C=C1)N=CC2C=2C(=NC=CC2)OC